(R)-5-(2-(((4-nitrophenyl)sulfonyl)oxy)-3-phenylpropionamido)-1H-indole-1,2-dicarboxylic acid di-tert-butyl ester C(C)(C)(C)OC(=O)N1C(=CC2=CC(=CC=C12)NC([C@@H](CC1=CC=CC=C1)OS(=O)(=O)C1=CC=C(C=C1)[N+](=O)[O-])=O)C(=O)OC(C)(C)C